N-[(2-amino-1-methyl-benzimidazol-4-yl)methyl]-N-(1-cyano-2-naphthyl)acetamide NC1=NC2=C(N1C)C=CC=C2CN(C(C)=O)C2=C(C1=CC=CC=C1C=C2)C#N